(S)-5-(2-(sec-butylamino)-7H-pyrrolo[2,3-d]pyrimidin-5-yl)-N-(pyridin-3-yl)pyrazolo[1,5-a]pyridine-3-carboxamide [C@H](C)(CC)NC=1N=CC2=C(N1)NC=C2C2=CC=1N(C=C2)N=CC1C(=O)NC=1C=NC=CC1